FC=1C=NC=2OCC3C4CCC(CN3C(C2C1)=O)N4C(=O)[O-] 8-fluoro-11-oxo-4-oxa-6,12,17-triazatetracyclo[12.2.1.02,12.05,10]heptadeca-5(10),6,8-triene-17-carboxylate